O1C(COCC1)COC=1C=NC=CC1CNC=1CCNC(C1C(NC1=C(C(=CC=C1)F)C)=S)=O 4-[[3-(1,4-dioxan-2-ylmethoxy)-4-pyridyl]methylamino]-N-(3-fluoro-2-methyl-phenyl)-6-oxo-2,3-dihydro-1H-pyridine-5-carbothioamide